7-{3-[(6-methoxypyridin-2-yl)carbamoyl]azetidin-1-yl}-5-methyl-4-oxo-1-(1,3-thiazol-2-yl)-1,4-dihydro-1,8-naphthyridine-3-carboxylic acid acetate C(C)(=O)O.COC1=CC=CC(=N1)NC(=O)C1CN(C1)C1=CC(=C2C(C(=CN(C2=N1)C=1SC=CN1)C(=O)O)=O)C